C1(CC1)C1C[C@H](N(CC1)CC1=C2C=NNC2=C(C=C1OC)C)C1=CC=C(C(=O)O)C=C1 4-((2S)-4-cyclopropyl-1-((5-methoxy-7-methyl-1H-indazol-4-yl)methyl)piperidin-2-yl)benzoic acid